C(C)OC(CC1CCC2(CCN(CC2)C(=O)[O-])CC1)=O 9-(2-Ethoxy-2-oxoethyl)-3-azaspiro[5.5]undecan-3-carboxylate